ClC1=CC(=CC=2CN(CCOC21)CC=2C=NC(=NC2)Cl)C2=COC1=C2C=CC(=C1)F 9-chloro-4-[(2-chloropyrimidin-5-yl)methyl]-7-(6-fluoro-1-benzofuran-3-yl)-3,5-dihydro-2H-1,4-benzoxazepine